CN1N=CC(=C1)C=CC(=O)N1CC(CCC1)CN1N=NC(=C1)C[NH3+] (1-((1-(3-(1-methyl-1H-pyrazol-4-yl)acryloyl)piperidin-3-yl)methyl)-1H-1,2,3-triazol-4-yl)methylammonium